C\C(=C/CC1=C(OC2[C@@H]([C@H]([C@@H]([C@H](O2)O)O)O)CO)C=C(C=C1O)CCC)\CCC=C(C)C (2S,3S,4R,5R)-6-{2-[(2E)-3,7-dimethylocta-2,6-dien-1-yl]-3-hydroxy-5-propylphenoxy}-5-(hydroxymethyl)oxane-2,3,4-triol